tert-butyl N-[(2S)-1-{3-bromo-5-chloro-7-iodofuro[3,2-b]pyridin-2-yl}-1-oxopropan-2-yl]carbamate BrC1=C(OC=2C1=NC(=CC2I)Cl)C([C@H](C)NC(OC(C)(C)C)=O)=O